C1(CCCC1)CC=1OC(=CN1)C=1C(=NC(=CC1)C)C1=CC=C2C=C(N=NC2=C1)OC 2-(cyclopentylmethyl)-5-(2-(3-methoxycinnolin-7-yl)-6-methylpyridin-3-yl)oxazole